C(CCCC)C1CCC(CC1)CCN 2-(4-pentylcyclohexyl)ethylamine